N[C@H](C)C1=CC=C2C(=N1)N(C(=C2)C2=NC1=C(N2C)C(=CC(=C1)C(=O)OC(C)C)OC)CCC=C isopropyl (R)-2-(6-(1-aminoethyl)-1-(but-3-en-1-yl)-1H-pyrrolo[2,3-b]pyridin-2-yl)-7-methoxy-1-methyl-1H-benzo[d]imidazole-5-carboxylate